1-(5-bromo-2,3-dihydro-1H-inden-1-yl)piperidine-4-carboxylic acid methyl ester COC(=O)C1CCN(CC1)C1CCC2=CC(=CC=C12)Br